2-(methacryloyloxy)ethyl-dimethyl-(3-sulfopropyl)ammonium hydroxide [OH-].C(C(=C)C)(=O)OCC[N+](CCCS(=O)(=O)O)(C)C